CC1(CC2(C1)CCN(CC2)C(=O)OC(C)(C)C)C(=O)OC O7-tert-butyl O2-methyl 2-methyl-7-azaspiro[3.5]nonane-2,7-dicarboxylate